4-(2-(N-(4-carboxybenzyl)-methylsulfonylamino)ethyl)morpholin-4-ium chloride [Cl-].C(=O)(O)C1=CC=C(CN(CC[NH+]2CCOCC2)S(=O)(=O)C)C=C1